3-(2-(ethyl(isobutyl)amino)ethyl)-1H-indol-4-ol C(C)N(CCC1=CNC=2C=CC=C(C12)O)CC(C)C